tert-butyl (1S,5R)-1-((methoxy-d3) methyl)-3,8-diazabicyclo[3.2.1]octane-8-carboxylate C(OC[C@@]12CNC[C@@H](CC1)N2C(=O)OC(C)(C)C)([2H])([2H])[2H]